Cl.ClC=1C=C2C(C(=CN(C2=CC1N1CC2=NC=CC=C2C1)CC1CCN(CC1)CCOC)C(=O)O)=O 6-chloro-7-(5,7-dihydro-6H-pyrrolo[3,4-b]pyridin-6-yl)-1-((1-(2-methoxyethyl)-piperidin-4-yl)-methyl)-4-oxo-1,4-dihydroquinoline-3-carboxylic acid hydrochloride